ClC=1C=C(C=CC1)C(C)(C)N(C(=O)C=1OC=C(N1)C1=NC(=NC=C1C)NC1=CC=NN1C)C N-(2-(3-chlorophenyl)propan-2-yl)-N-methyl-4-(5-methyl-2-((1-methyl-1H-pyrazol-5-yl)amino)pyrimidin-4-yl)oxazole-2-carboxamide